(R)-(2-(3-(5-(trifluoromethyl)pyridin-2-yloxy)pyrrolidin-1-yl)phenyl)methanamine HCl salt Cl.FC(C=1C=CC(=NC1)O[C@H]1CN(CC1)C1=C(C=CC=C1)CN)(F)F